1H-isochromen-1-one Isethionate S(=O)(=O)(O)CCO.C1(OC=CC2=CC=CC=C12)=O